4-(3-aminophenyl)-2-methylbutan-3-yn-2-ol NC=1C=C(C=CC1)C#CC(C)(O)C